N-(pyrazin-2-yl)oxalamide N1=C(C=NC=C1)NC(C(=O)N)=O